Cl.Cl.C(CCCC)NN Penta-1-ylhydrazine dihydrochloride